C1OC=2C=C(C=CC2O1)[C@H]1N[C@H](CC2=C1NC1=CC=CC=C21)C(=O)[O-] (1R,3R)-1,2,3,4-tetrahydro-1-(3,4-methylenedioxyphenyl)-9H-pyrido[3,4-b]indole-3-carboxylate